2-[[6-[bis(tert-butoxycarbonyl)amino]-5-cyclopropyl-3-pyridyl]amino]-2-oxo-acetic acid C(C)(C)(C)OC(=O)N(C1=C(C=C(C=N1)NC(C(=O)O)=O)C1CC1)C(=O)OC(C)(C)C